pentanedion CC(C(CC)=O)=O